C1(=CC=CC=C1)SC=1C=2N(C(=NC1)N1CCC3(CCC[C@H]3N)CC1)C=CN2 (R)-8-(8-(phenylthio)imidazo[1,2-c]pyrimidin-5-yl)-8-azaspiro[4.5]decan-1-amine